FC1=C(C(=O)N([C@H]2CNCCC2)C2=NC=CC3=CC=CC(=C23)C)C=CC(=C1)NC1=NC=CC(=N1)N1C[C@@H](CC1)O 2-fluoro-4-((4-((R)-3-hydroxypyrrolidin-1-yl)pyrimidin-2-yl)amino)-N-(8-methylisoquinolin-1-yl)-N-((R)-piperidin-3-yl)benzamide